BrC1=CC2=C(N(C3=C(O2)C=C(C=C3)Br)CCCN3CCOCC3)N=C1 3,7-dibromo-10-(3-morpholinopropyl)-10H-benzo[b]pyrido[2,3-e][1,4]oxazine